1-(4-(2,4-Difluorophenoxy)-3-(4,4,5,5-tetramethyl-1,3,2-dioxaborolan-2-yl)phenyl)ethanone FC1=C(OC2=C(C=C(C=C2)C(C)=O)B2OC(C(O2)(C)C)(C)C)C=CC(=C1)F